C(C)(C)OC(C)C.[Ti] titanium di-isopropyl oxide